ClC=1C=C(CC2CCN(CC2)CC=2NC(=NN2)C=2NC3=CC=C(C=C3C2)F)C=CC1Cl 2-(5-((4-(3,4-dichlorobenzyl)piperidin-1-yl)methyl)-4H-1,2,4-triazol-3-yl)-5-fluoro-1H-indole